2-(3-(6-fluoro-2-oxo-1,4-dihydroquinazolin-3(2H)-yl)phenyl)acetyl chloride FC=1C=C2CN(C(NC2=CC1)=O)C=1C=C(C=CC1)CC(=O)Cl